CNC1CC=2C(=CSC2C(F)(F)F)CC1 N-methyl-3-(trifluoromethyl)-4,5,6,7-tetrahydro-2-benzothiophen-5-amine